N-cyclopentyl-5-(2-methoxyethoxymethyl)-2-phenyl-1H-indol C1(CCCC1)N1C(=CC2=CC(=CC=C12)COCCOC)C1=CC=CC=C1